(R)-1-BOC-2-methylpiperazine C(=O)(OC(C)(C)C)N1[C@@H](CNCC1)C